5-chloro-3,6-difluoro-benzoic acid ClC=1C=C(C=C(C(=O)O)C1F)F